C(C1=CC=CC=C1)N1C[C@](C(CC1)N)(COC1CCC(CC1)C1=CC=CC=C1)C (3R)-1-benzyl-3-methyl-3-((((1S,4S)-4-phenylcyclohexyl)oxy)methyl)piperidine-4-amine